NC1=NC=C2N(C(N(C2=N1)[C@@H]1O[C@@H]([C@H]([C@H]1O)F)CO)=O)CCCC(F)(F)F 2-Amino-9-((2R,3S,4S,5R)-4-fluoro-3-hydroxy-5-(hydroxymethyl)tetrahydrofuran-2-yl)-7-(4,4,4-trifluorobutyl)-7,9-dihydro-8H-purin-8-on